[1-(8-cyano-quinolin-5-yl)-5-trifluoromethyl-piperidin-3-yl]-piperidine C(#N)C=1C=CC(=C2C=CC=NC12)N1CC(CC(C1)C(F)(F)F)N1CCCCC1